3,5-difluoropyrimidine FN1CN=CC(=C1)F